6-(1H-imidazol-4-yl)-N,N-dimethylpyrazin-2-amine N1C=NC(=C1)C1=CN=CC(=N1)N(C)C